(S)-N-(5-(5-(2-((tert-butyldiphenylsilyl)oxy)-3,3-difluoropropyl)-1,2,4-oxadiazol-3-yl)-2-methylphenyl)-6-(1-methyl-1H-pyrazol-3-yl)imidazo[1,2-a]pyridine-3-carboxamide [Si](C1=CC=CC=C1)(C1=CC=CC=C1)(C(C)(C)C)O[C@@H](CC1=NC(=NO1)C=1C=CC(=C(C1)NC(=O)C1=CN=C2N1C=C(C=C2)C2=NN(C=C2)C)C)C(F)F